FC=1C(=NC(=C(C1)[N+](=O)[O-])OC)OCCF 3-fluoro-2-(2-fluoroethoxy)-6-methoxy-5-nitropyridine